CNCC=1N=C(OC1)C1=CC=CC=C1 methyl-1-(2-phenyloxazol-4-yl)methylamine